dihydroimidazoleamide N1C(NC=C1)C(=O)N